C(#N)C1=CC=2N(N=C1)C(=CC2)C2=CC(=C(C=N2)B(O)O)NC(C)C (6-(3-cyanopyrrolo[1,2-b]pyridazin-7-yl)-4-(isopropylamino)pyridin-3-yl)boronic acid